ClC=1C(=C(C(=O)OC)C=C(C1O)C=O)C Methyl 3-chloro-5-formyl-4-hydroxy-2-methylbenzoate